6-bromo-3-fluoropyrazolo[1,5-a]pyridine BrC=1C=CC=2N(C1)N=CC2F